4-nitrophenyl 1-(2-fluoro-4-methoxyphenyl)-3-methyl-5-oxo-4,5-dihydro-1H-pyrazole-4-carboxylate FC1=C(C=CC(=C1)OC)N1N=C(C(C1=O)C(=O)OC1=CC=C(C=C1)[N+](=O)[O-])C